ClC1=C(C=CC(=C1)Cl)S(=O)(=O)N1CC(C1)(C)COC1=C(C#N)C=CC=C1 ((1-((2,4-dichlorophenyl)sulfonyl)-3-methylazetidin-3-yl)methoxy)benzonitrile